CCC(C)(N=O)C(=O)C(CC)(C)N=O methyl-α-nitrosoisopropyl ketone